ClCCCCCC[SiH](C)C chlorohexyldimethylsilane